tert-butyl (2R)-2-((tert-butyldimethylsilyl)oxy)-3-(4-(1,2-diazidoethyl)phenoxy)-propanoate (R)-tert-butyl-2-((tert-butyldimethylsilyl)oxy)-3-(4-vinyl-phenoxy)propanoate C(C)(C)(C)OC([C@@H](COC1=CC=C(C=C1)C=C)O[Si](C)(C)C(C)(C)C)=O.[Si](C)(C)(C(C)(C)C)O[C@@H](C(=O)OC(C)(C)C)COC1=CC=C(C=C1)C(CN=[N+]=[N-])N=[N+]=[N-]